C1(CC1)C([C@@H](C(=O)NC=1C=NN(C1)CC=1N(N=NC1C)CC(F)(F)F)NC(=O)C=1N(N=CC1)C(C)C)C1CC1 N-[(1S)-1-(dicyclopropyl-methyl)-2-[[1-[[5-methyl-3-(2,2,2-trifluoroethyl)triazol-4-yl]methyl]pyrazol-4-yl]amino]-2-oxo-ethyl]-2-isopropyl-pyrazole-3-carboxamide